3-{9-hydroxy-8-oxo-4-thia-2,12-diazatricyclo[7.3.0.03,7]dodeca-1,3(7),5-trien-12-yl}benzonitrile OC12C(C=3C=CSC3N=C2N(CC1)C=1C=C(C#N)C=CC1)=O